dibenzyl dipropionate C(CC)(=O)OCC1=CC=CC=C1.C(CC)(=O)OCC1=CC=CC=C1